CN1C=C(C2=CC(=CC=C12)[N+](=O)[O-])CO (1-Methyl-5-nitro-1H-indol-3-yl)methanol